6-bromo-2-(2,3-dichlorophenyl)oxazolo[4,5-c]pyridine BrC1=CC2=C(C=N1)N=C(O2)C2=C(C(=CC=C2)Cl)Cl